N-(5-(((2S,4S)-4-((5-fluoropyridin-2-yl)oxy)-2-methylpyrrolidin-1-yl)methyl)thiazol-2-yl)acetamide FC=1C=CC(=NC1)O[C@H]1C[C@@H](N(C1)CC1=CN=C(S1)NC(C)=O)C